C1(=CC=CC=C1)[C@@H](C(=O)N[C@@H](C)C1=NC(=NO1)C1=CC(=NC=C1)C(F)(F)F)C (S)-2-phenyl-N-((S)-1-(3-(2-(trifluoromethyl)pyridin-4-yl)-1,2,4-oxadiazol-5-yl)ethyl)propanamide